C(C)N(S(F)(F)F)CC N-Ethyl-N-(trifluoro-sulfanyl)ethylamine